tert-butyl ((S)-1-(6-chloro-7-((S)-1-(5,5-difluoro-2-oxotetrahydropyrimidin-1(2H)-yl)-2-methoxyethyl)imidazo[1,2-b]pyridazin-2-yl)-5,5,5-trifluoro-4,4-dimethylpentyl)carbamate ClC=1C(=CC=2N(N1)C=C(N2)[C@H](CCC(C(F)(F)F)(C)C)NC(OC(C)(C)C)=O)[C@@H](COC)N2C(NCC(C2)(F)F)=O